O=C(C(=O)[O-])CCCCCC\C=C/CCCCCCCC keto-oleate